heptadecan-9-yl 8-((3-((tert-butoxycarbonyl)amino)propyl)(6-((((3-hexylnonyl)oxy)carbonyl)oxy)hexyl)amino)octanoate C(C)(C)(C)OC(=O)NCCCN(CCCCCCCC(=O)OC(CCCCCCCC)CCCCCCCC)CCCCCCOC(=O)OCCC(CCCCCC)CCCCCC